8-Cyclopentylthio-8-phenyl-1,N2-ethenoguanosine C1(CCCC1)SC1(N([C@H]2[C@H](O)[C@H](O)[C@@H](CO)O2)C=2N=C3N(C(C2N1)=O)C=CN3)C3=CC=CC=C3